1-{2-deoxy-5-O-(4,4'-dimethoxytrityl)-β-D-erythro-pentofuranosyl}-(R)-5-[(tert-butyldiphenylsilyl)oxy]azepan-2-one COC1=CC=C(C(C2=CC=C(C=C2)OC)(C2=CC=CC=C2)OC[C@@H]2[C@H](C[C@@H](O2)N2C(CC[C@H](CC2)O[Si](C2=CC=CC=C2)(C2=CC=CC=C2)C(C)(C)C)=O)O)C=C1